C(CCCCCCCCCCCCC)(=O)OC[C@H](O)CO |r| 1-monotetradecanoyl-RAC-glycerol